ClC=1SC(=CN1)S(=O)(=O)N1CCC(CC1)C=1C(=CC=2N(C1)N=CN2)C(F)(F)F 2-chloro-5-((4-(7-(trifluoromethyl)-[1,2,4]triazolo[1,5-a]pyridin-6-yl)piperidin-1-yl)sulfonyl)thiazole